C(C)(=O)OCC(=O)N[C@@H]1[C@H](C[C@@](O[C@H]1[C@@H]([C@@H](CN=[N+]=[N-])OC(C)=O)OC(C)=O)(C(=O)OC)OCCCCCC(=O)O)OCC#C 6-(((2R,4S,5R,6R)-5-(2-acetoxyacetamido)-6-((1R,2R)-1,2-diacetoxy-3-azidopropyl)-2-(methoxycarbonyl)-4-(prop-2-yn-1-yloxy)tetrahydro-2H-pyran-2-yl)oxy)hexanoic acid